C1(CC1)N1N=CC(=C1)C=1C(=CC=2N(C1)C(=CN2)C2=CC=CC(=N2)N[C@H]2C(CNCC2)(F)F)OC (R)-6-(6-(1-cyclopropyl-1H-pyrazol-4-yl)-7-methoxyimidazo[1,2-a]-pyridin-3-yl)-N-(3,3-difluoropiperidin-4-yl)-pyridin-2-amine